C(C)(C)(C)OC(NCCOC1=CC2=C(N=C(S2)N)C(=C1)Cl)=O (2-((2-amino-4-chlorobenzo[d]thiazol-6-yl)oxy)ethyl)carbamic acid tert-butyl ester